styryl acetate (styryl acetate) C(=CC1=CC=CC=C1)CC(=O)O.C(C)(=O)OC=CC1=CC=CC=C1